5-chloro-3-hydroxyisobenzofuran-1(3H)-one ClC=1C=C2C(OC(C2=CC1)=O)O